tert-Butyl 4-[4-[2-chloro-4-[[5-[1-(cyanomethyl)-3-(trifluoromethyl)pyrazol-4-yl]-1-methyl-imidazole-2-carbonyl]amino]benzoyl]piperazine-1-carbonyl]piperidine-1-carboxylate ClC1=C(C(=O)N2CCN(CC2)C(=O)C2CCN(CC2)C(=O)OC(C)(C)C)C=CC(=C1)NC(=O)C=1N(C(=CN1)C=1C(=NN(C1)CC#N)C(F)(F)F)C